1-methyl-1H-indole-2-carboxylic acid tert-butyl ester C(C)(C)(C)OC(=O)C=1N(C2=CC=CC=C2C1)C